C(C)OC(=O)[C@@H]1OCC[C@H](C1)O |r| (±)-trans-4-Hydroxytetrahydro-2H-pyran-2-carboxylic acid Ethyl ester